FC1=C(C(=CC=C1)F)C=1C=C2C(=CNC2=CC1)NC(=O)NC1=CC=C(C=C1)C(F)(F)F 1-(5-(2,6-difluorophenyl)-1H-indol-3-yl)-3-(4-(trifluoromethyl)phenyl)urea